NC1=CC=C(C=C1)C1=C(C=C(C=C1)C(C(F)(F)F)(C(F)(F)F)O)F 2-(4'-amino-2-fluoro-[1,1'-biphenyl]-4-yl)-1,1,1,3,3,3-hexafluoropropan-2-ol